iminiodiacetic acid [NH2+](CC(=O)O)CC(=O)O